N-(5-(2-(5-azaspiro[3.4]octan-5-yl)acetamido)-2-methylpyridin-3-yl)-2-(1-(2-methoxyethyl)-1H-pyrazol-4-yl)pyrazolo[5,1-b]thiazole-7-carboxamide C1CCC12N(CCC2)CC(=O)NC=2C=C(C(=NC2)C)NC(=O)C=2C=NN1C2SC(=C1)C=1C=NN(C1)CCOC